tert-butyl (S)-4-(dimethylamino)-3-((S)-N-methyl-2-((S)-2-(methylamino)-3-phenylpropanamido)-3-phenylpropanamido)-4-oxobutanoate CN(C([C@H](CC(=O)OC(C)(C)C)N(C([C@H](CC1=CC=CC=C1)NC([C@H](CC1=CC=CC=C1)NC)=O)=O)C)=O)C